FC1=C(C=CC=2SC=CN2)C=CC(=C1)C(F)(F)F 2-(2-fluoro-4-(trifluoromethyl)styryl)thiazole